3-isobutyl-5-(3-phenyl-1-isopropylpyrazol-4-yl)-imidazo[4,5-b]pyridin-2-ylamine dimesylate S(C)(=O)(=O)O.S(C)(=O)(=O)O.C(C(C)C)N1C(=NC=2C1=NC(=CC2)C=2C(=NN(C2)C(C)C)C2=CC=CC=C2)N